C1(C=2C(C(N1C(C(=O)O)C(=O)O)=O)=CC=CC2)=O phthalimidomalonic acid